bis(1H-1,2,4-triazol-1-yl)methanone Methyl-(R)-3-(2-amino-3-phenylpropoxy)-6-methoxypicolinate hydrochloride Cl.COC(C1=NC(=CC=C1OC[C@@H](CC1=CC=CC=C1)N)OC)=O.N1(N=CN=C1)C(=O)N1N=CN=C1